3-(5-((4-(4'-fluoro-5,5-dimethyl-3,4,5,6-tetrahydro-[1,1'-biphenyl]-2-carbonyl)-3,5-dimethylpiperazin-1-yl)methyl)-1-oxoisoindolin-2-yl)piperidine-2,6-dione FC1=CC=C(C=C1)C1=C(CCC(C1)(C)C)C(=O)N1C(CN(CC1C)CC=1C=C2CN(C(C2=CC1)=O)C1C(NC(CC1)=O)=O)C